copper bis(3-methacryloyloxy-propionic acid) C(C(=C)C)(=O)OCCC(=O)O.C(C(=C)C)(=O)OCCC(=O)O.[Cu]